ClC1=C(C=CC=C1)COC1CN(CC1)C(=O)N1C[C@@H]2[C@@H](OCC(N2)=O)CC1 |r| rac-(4aR,8aS)-6-[3-[(2-chlorophenyl)methoxy]pyrrolidine-1-carbonyl]-4,4a,5,7,8,8a-hexahydropyrido[4,3-b][1,4]oxazin-3-one